5-fluoro-N-(4-(2-propylhydrazine-1-carbonyl)benzyl)-1H-indole-2-carboxamide FC=1C=C2C=C(NC2=CC1)C(=O)NCC1=CC=C(C=C1)C(=O)NNCCC